2-amino-N-[5-[2-(4,4-dimethylpentyl)morpholin-4-yl]-4-(2,6-dimethylphenyl)-1,3-thiazol-2-yl]pyridine-4-sulfonamide NC1=NC=CC(=C1)S(=O)(=O)NC=1SC(=C(N1)C1=C(C=CC=C1C)C)N1CC(OCC1)CCCC(C)(C)C